Ethyl (S)-2-amino-3-(1H-indol-3-yl)-2-(2-nitrophenyl)propanoate N[C@@](C(=O)OCC)(CC1=CNC2=CC=CC=C12)C1=C(C=CC=C1)[N+](=O)[O-]